C(#N)NC(C(=O)O)=O oxalic acid cyanoamide